BrC=1C=CN=C2C=C(C=NC12)F 8-bromo-3-fluoro-1,5-naphthyridine